1-(4-fluoro-3-(3-morpholinoquinoxaline-6-carbonyl)phenyl)-3-(3-(trifluoromethyl)phenyl)urea FC1=C(C=C(C=C1)NC(=O)NC1=CC(=CC=C1)C(F)(F)F)C(=O)C=1C=C2N=C(C=NC2=CC1)N1CCOCC1